1-(2,3-difluoro-4-((2-fluoro-4-(trifluoromethyl)benzyl)oxy)benzyl)-1H-imidazole FC1=C(CN2C=NC=C2)C=CC(=C1F)OCC1=C(C=C(C=C1)C(F)(F)F)F